6-bromo-3-fluoro-4-((5-fluoropyridin-2-yl)(tetrahydro-2H-pyran-4-yl)methyl)-4H-thieno[2',3':4,5]pyrrolo[3,2-b]pyridine-2-carboxylic acid methyl ester COC(=O)C1=C(C2=C(C3=NC=C(C=C3N2C(C2CCOCC2)C2=NC=C(C=C2)F)Br)S1)F